COC1=CC=C(C=C1)C#CC1=C(C=CC=C1)NS(=O)(=O)C1=CC=C(C=C1)C N-[2-[(4-methoxyphenyl)ethynyl]phenyl]-4-methylbenzenesulfonamide